FC1=C(OC2=C(C=C(C=N2)S(=O)(=O)N(C)C)C=2C3=C(C(N(C2)C)=O)NC=C3)C=CC(=C1)F 6-(2,4-difluorophenoxy)-N,N-dimethyl-5-(6-methyl-7-oxo-6,7-dihydro-1H-pyrrolo[2,3-c]pyridin-4-yl)pyridine-3-sulfonamide